N1(CCC1)C1CCN(CC1)C1=C(C=C(C=C1)NC=1N=C(C2=C(N1)SC=C2C)NC2=CC(=CC=C2)F)CO (2-(4-(azetidin-1-yl)piperidin-1-yl)-5-((4-((3-fluorophenyl)amino)-5-methylthieno[2,3-d]pyrimidin-2-yl)amino)phenyl)methanol